F[C@@]1(CC=2C=C3C(=NC2CC1)SC(=N3)C(=O)N[C@H](CCN3CCC(CC3)C(=O)O)C=3C=NC(=CC3)C3=CN=NC=C3)C(C)C 1-((R)-3-((S)-7-fluoro-7-isopropyl-5,6,7,8-tetrahydrothiazolo[5,4-b]quinoline-2-carboxamido)-3-(6-(pyridazin-4-yl)pyridin-3-yl)propyl)piperidine-4-carboxylic acid